ethyl 4-((4-phenethyl-4-(pyridin-2-yl)piperidin-1-yl)methyl)phenyl-carbamate C(CC1=CC=CC=C1)C1(CCN(CC1)CC1=CC=C(C=C1)NC(OCC)=O)C1=NC=CC=C1